2'-Chloro-N-{5-[(4-chlorophenyl)carbamoyl]-1,3,4-thiadiazol-2-yl}-5'-methoxy-6-methyl-[4,4'-bipyridine]-3-carboxamide ClC1=NC=C(C(=C1)C1=C(C=NC(=C1)C)C(=O)NC=1SC(=NN1)C(NC1=CC=C(C=C1)Cl)=O)OC